CC(C#N)=C (methyl)Acrylonitrile